ClC1=C(C(=C2N1CCN(C2)C(=O)NCC2(COC2)C)C(=O)N)C2=CC(=CC=C2)F 6-chloro-7-(3-fluorophenyl)-N2-(3-methyl-oxetan-3-ylmethyl)-3,4-dihydropyrrolo[1,2-a]pyrazine-2,8(1H)-dicarboxamide